N-[(3-bromo-6-nitro-1-trityl-indazol-5-yl)methyl]-1-phenyl-methanamine BrC1=NN(C2=CC(=C(C=C12)CNCC1=CC=CC=C1)[N+](=O)[O-])C(C1=CC=CC=C1)(C1=CC=CC=C1)C1=CC=CC=C1